tert-butyl (2R,5S)-4-(6-fluoro-1-(M)-(2-isopropyl-4-methylpyridin-3-yl)-2-oxo-7-(trimethylstannyl)-1,2-dihydropyrido[2,3-d]pyrimidin-4-yl)-2,5-dimethylpiperazine-1-carboxylate FC1=CC2=C(N(C(N=C2N2C[C@H](N(C[C@@H]2C)C(=O)OC(C)(C)C)C)=O)C=2C(=NC=CC2C)C(C)C)N=C1[Sn](C)(C)C